N-benzyl-N-(2-methylnaphthalen-1-yl)oxamide C(C1=CC=CC=C1)N(C(=O)C(=O)N)C1=C(C=CC2=CC=CC=C12)C